2,2-difluoro-2'-(4-fluorophenyl)-3'-(6-methyl-1H-pyrazolo[3,4-b]pyridin-4-yl)-5'H,7'H-spiro[cyclopropane-1,6'-pyrazolo[5,1-b][1,3]oxazine] FC1(CC12CN1C(OC2)=C(C(=N1)C1=CC=C(C=C1)F)C1=C2C(=NC(=C1)C)NN=C2)F